O=C1NC(CCC1NC1=CC=C(C=C1)N1CCC(CC1)CC(=O)OC(C)(C)C)=O tert-butyl 2-(1-(4-((2,6-dioxopiperidin-3-yl)amino)phenyl)piperidin-4-yl)acetate